6-Bromo-8-(3-fluorobenzyl)-[1,2,4]triazolo[1,5-a]pyrazine BrC=1N=C(C=2N(C1)N=CN2)CC2=CC(=CC=C2)F